CN1C(N(C2=C1C=C(C=C2)C#C[Si](C)(C)C)C2C(NC(CC2)=O)=O)=O 3-[3-methyl-2-oxo-5-(2-trimethylsilylethynyl)benzimidazol-1-yl]piperidine-2,6-dione